methoxymethyl 4-((4-(benzyloxy)-2-methoxy-6-methylbenzoyl)oxy)-2-methoxy-3,5,6-trimethylbenzoate C(C1=CC=CC=C1)OC1=CC(=C(C(=O)OC2=C(C(=C(C(=O)OCOC)C(=C2C)C)OC)C)C(=C1)C)OC